4-(4-(tert-butyl)phenyl)-4-oxo-butyraldehyde C(C)(C)(C)C1=CC=C(C=C1)C(CCC=O)=O